C1(CC1)N1C2=NC(=NC(=C2N=C1C1=CC=NC=C1)N1CCOCC1)N1N=CC(=C1)C1=CC=CC=C1 4-(9-cyclopropyl-2-(4-phenyl-1H-pyrazol-1-yl)-8-(pyridin-4-yl)-9H-purin-6-yl)morpholine